[S].[S].[V] vanadium disulfur